tert-butyl (1R,5S)-3-oxa-7,9-diazabicyclo[3.3.1]nonane-7-carboxylate [C@H]12COC[C@H](CN(C1)C(=O)OC(C)(C)C)N2